2-((4-(tert-butyl)phenyl)sulfonamido)-N-hydroxy-3-methylbutanamide C(C)(C)(C)C1=CC=C(C=C1)S(=O)(=O)NC(C(=O)NO)C(C)C